FC=1C=C(CC2=CC(=NC=C2)N2N=C(C(=C2)C(=O)N)OC)C=C(C1)C(F)(F)F 1-(4-(3-Fluoro-5-(trifluoromethyl)benzyl)pyridin-2-yl)-3-methoxy-1H-pyrazol-4-carboxamid